S(=O)(=O)(O)C1=CC=C(C=C1)C1=C(C(=C(C=C1)C1=CC=C(C=C1)S(=O)(=O)O)C1=CC=C(C=C1)S(=O)(=O)O)C1=CC=C(C=C1)S(=O)(=O)O tetra(4-sulfophenyl)benzene